4-(4-ethylpiperazin-1-yl)-2,6-difluoro-N-(4-methoxybenzo[d]thiazol-2-yl)benzamide C(C)N1CCN(CC1)C1=CC(=C(C(=O)NC=2SC3=C(N2)C(=CC=C3)OC)C(=C1)F)F